5-(1-(3,5-Dichloropyridin-4-yl)ethoxy)-N-(4-((R)-3-Hydroxypyrrolidin-1-yl)phenyl)-1H-Indazol-3-Carboxamid ClC=1C=NC=C(C1C(C)OC=1C=C2C(=NNC2=CC1)C(=O)NC1=CC=C(C=C1)N1C[C@@H](CC1)O)Cl